neodymium dysprosium oxide [O-2].[Dy+3].[Nd+3].[O-2].[O-2]